C(CCCCCCCCCCCCCCCCCCCCCCCCCCCCC)(=O)[O-].[Ba+2].C(CCCCCCCCCCCCCCCCCCCCCCCCCCCCC)(=O)[O-] barium melissate